NCC(C(=O)O)(C)C1=CC(=NC(=C1)C1=CC=C(C=C1)F)OC1[C@@H]2CN(C[C@H]12)C(=O)OC(C)(C)C rac-3-amino-2-(2-(((1R,5S,6s)-3-(tert-butoxycarbonyl)-3-azabicyclo[3.1.0]hexan-6-yl)oxy)-6-(4-fluorophenyl)pyridin-4-yl)-2-methylpropanoic acid